NC=1C(=C(C(=CC1NCC1=C(C=C(C=C1)OC)OC)Br)C(=O)C1=C(C=CC(=C1)F)Cl)Br (3-amino-2,6-dibromo-4-([(2,4-dimethoxyphenyl)methyl]amino)phenyl)(2-chloro-5-fluorophenyl)methanone